C[C@H]1N([C@H](CN(C1)C1=NC=CC(=C1)C1=NNC2=CC=C(C=C12)[N+](=O)[O-])C)CCOCC=O 2-[2-[(2R,6S)-2,6-dimethyl-4-[4-(5-nitro-1H-indazol-3-yl)-2-pyridyl]piperazin-1-yl]ethoxy]acetaldehyde